FC=1C(=CC2=C(N=C(S2)C2=C3N=CC(=NC3=CC(=C2)C)OC)C1)OC[C@@H](C)O (R)-1-((5-fluoro-2-(2-methoxy-7-methylquinoxalin-5-yl)benzo[d]thiazol-6-yl)oxy)propan-2-ol